F[B-](F)(F)F.C(#N)[N+]1=CC=C(C=C1)N(C)C 1-cyano-4-(dimethyl-amino)-pyridinium tetrafluoroborate